N1C(=CC=2C=NC=CC21)CNC(=O)[C@H]2N(CC1(OCCO1)C2)C(CNC(C2=CC=C(C=C2)C(C2=CC=CC=C2)=O)=O)=O (S)-N-((1H-pyrrolo[3,2-c]pyridin-2-yl)methyl)-7-((4-benzoylbenzoyl)glycyl)-1,4-dioxa-7-azaspiro[4.4]nonane-8-carboxamide